((2,3-bis(oleyloxy)propyl))dimethylammonium phosphate P(=O)([O-])([O-])[O-].C(CCCCCCC\C=C/CCCCCCCC)OC(C[NH+](C)C)COCCCCCCCC\C=C/CCCCCCCC.C(CCCCCCC\C=C/CCCCCCCC)OC(C[NH+](C)C)COCCCCCCCC\C=C/CCCCCCCC.C(CCCCCCC\C=C/CCCCCCCC)OC(C[NH+](C)C)COCCCCCCCC\C=C/CCCCCCCC